ClC=1C(=NC(=NC1)NC1=C(C=C(C(=C1)C)C=1C[C@@H](N([C@H](C1)C1CC1)C)C1CC1)OC(C)C)NC1=C(C=CC=C1)S(=O)(=O)C(C)C 5-chloro-N2-(4-((trans)-2,6-dicyclopropyl-1-methyl-1,2,3,6-tetrahydropyridin-4-yl)-2-isopropoxy-5-methylphenyl)-N4-(2-(isopropylsulfonyl)phenyl)pyrimidine-2,4-diamine